4-bromo-5-propyl-1-(tetrahydro-2H-pyran-2-yl)-1,5,6,7-tetrahydrocyclopenta[f]indazole BrC1=C2C=NN(C2=CC2=C1C(CC2)CCC)C2OCCCC2